2',3'-dideoxy-2'-fluoroadenosine F[C@H]1[C@@H](O[C@@H](C1)CO)N1C=NC=2C(N)=NC=NC12